{1-[1-(2,6-Dioxopiperidin-3-yl)-3-methyl-2-oxo-1,3-benzodiazol-4-yl]piperidin-3-yl}-N-methyl-carbamic acid tert-butyl ester C(C)(C)(C)OC(N(C)C1CN(CCC1)C1=CC=CC=2N(C(N(C21)C)=O)C2C(NC(CC2)=O)=O)=O